O[C@@H](C(=O)O)[C@H](C(=O)O)O.FC(CCCCCOC1=NSN=C1C=1CN(CCC1)C(F)(F)F)(F)F 3-((6,6,6-trifluorohexyl)oxy)-4-(1-(trifluoromethyl)-1,2,5,6-tetrahydropyridin-3-yl)-1,2,5-thiadiazole (2R,3R)-2,3-dihydroxysuccinate